COC(C1=C(C=CC=C1)[C@@H]1O[C@H]([C@@H](C1=C)OC(C)=O)N1N=CC=2C1=NC(=NC2N)Cl)=O ((2S,4R,5R)-4-Acetyloxy-5-(4-amino-6-chloro-1H-pyrazolo[3,4-d]pyrimidin-1-yl)-3-methylenetetrahydrofuran-2-yl)benzoic acid methyl ester